3-(piperidin-4-yl)-1,2-dihydroquinolin-2-one hydrochloride Cl.N1CCC(CC1)C=1C(NC2=CC=CC=C2C1)=O